trans-1,1-diethoxy-13,15-octadecadiene C(C)OC(CCCCCCCCCCC\C=C\C=CCC)OCC